6-{[(4-methoxyphenyl)methyl]amino}-7-(trifluoromethyl)-3H,4H-pyrido[3,2-d]pyrimidin-4-one COC1=CC=C(C=C1)CNC=1C(=CC=2N=CNC(C2N1)=O)C(F)(F)F